methyl 1-methyl-3-(2H-1,2,3-triazol-2-yl)-1H-pyrazole-5-carboxylate CN1N=C(C=C1C(=O)OC)N1N=CC=N1